CCCCC/C=C\\C[C@H](/C=C/CCCCCCC(=O)[O-])OO The molecule is the hydroperoxy fatty acid anion that is the conjugate base of hydroperoxy fatty acid anion, formed by deprotonation of the carboxy group; principal microspecies at pH 7.3. It is a hydroperoxy fatty acid anion, a long-chain fatty acid anion, a polyunsaturated fatty acid anion and a hydroperoxy polyunsaturated fatty acid anion. It is a conjugate base of an (8E,10R,12Z)-10-hydroperoxy-8,12-octadecadienoic acid. It is an enantiomer of an (8E,10S,12Z)-10-hydroperoxyoctadeca-8,12-dienoate.